2-((5-(5-(difluoromethyl)-1,3,4-oxadiazole-2-yl)pyridine-2-yl)methyl)-6-(furan-2-yl)-4,4-dimethylisoquinoline-1,3(2H,4H)-dione FC(C1=NN=C(O1)C=1C=CC(=NC1)CN1C(C2=CC=C(C=C2C(C1=O)(C)C)C=1OC=CC1)=O)F